C(CCCCCCC)OC(CCCCCCCOCC1=CC=CC=C1)OCCCCCCCC (((8,8-bis(octyloxy)octyl)oxy)methyl)benzene